tert-butyl (2R,5S)-2-[3-[(1-benzyloxycarbonyl-4-piperidyl)oxy]phenyl]-5-methyl-piperidine-1-carboxylate C(C1=CC=CC=C1)OC(=O)N1CCC(CC1)OC=1C=C(C=CC1)[C@@H]1N(C[C@H](CC1)C)C(=O)OC(C)(C)C